ClC1=CC=C(C=C1)[C@@](C)(C#C)C=1N=C(SC1)NC(=O)NCCC(C)(C)O (R)-1-(4-(2-(4-chlorophenyl)but-3-yn-2-yl)thiazol-2-yl)-3-(3-hydroxy-3-meth-ylbutyl)urea